4,4'-trimethylenedi-piperidine N1CCC(CC1)CCCC1CCNCC1